OCCN1CN(CN(C1)CCO)CCO 1,3,5-tri(2-hydroxyethyl)s-triazine